3-tert-butyl-1-(3-ethyl-2-oxo-1-{[3-(trifluoromethoxy)phenyl]methyl}quinoxalin-6-yl)urea C(C)(C)(C)NC(NC=1C=C2N=C(C(N(C2=CC1)CC1=CC(=CC=C1)OC(F)(F)F)=O)CC)=O